[Ta].[Sm] Samarium-tantalum